C1(CC1)C1=C2CCCNC2=CN=C1 5-cyclopropyl-1,2,3,4-tetrahydro-1,7-naphthyridine